C(C(=C[2H])[2H])(=O)[2H] (2H3)-prop-2-en-1-one